C(=O)(O)CN1C(=NC=C1)CCCCCCCCCCC.[Na] sodium 1-carboxymethyl-2-undecylimidazole